BrC1=CC(=C(C(=C1)N)N)F 5-bromo-3-fluorobenzene-1,2-diamine